C(=C)C1=CC=C(COC(C(C)C2=CC(=CC=C2)C(C2=CC=CC=C2)=O)=O)C=C1 2-(3-benzoylphenyl)propanoic acid-4-vinylbenzyl ester